N-((3R,5R)-5-fluoropiperidin-3-yl)-1-(4-methoxyphenyl)pyrido[3,4-d]pyridazin-4-amine F[C@@H]1C[C@H](CNC1)NC=1N=NC(=C2C1C=NC=C2)C2=CC=C(C=C2)OC